tert-butyl 4-(6-(pyrrolidin-1-yl)pyridin-2-yl)piperidine-1-carboxylate N1(CCCC1)C1=CC=CC(=N1)C1CCN(CC1)C(=O)OC(C)(C)C